BrC1=C(N(N=C1)CCO[Si](C)(C)C(C)(C)C)C=O 4-bromo-2-[2-[tert-butyl(dimethyl)silyl]oxyethyl]pyrazole-3-carbaldehyde